N-(4-(4-fluorophenyl)-5-(4-methylquinazolin-6-yl)-1,2,4-triazin-2-yl)propanamide FC1=CC=C(C=C1)N1CN(NC=C1C=1C=C2C(=NC=NC2=CC1)C)NC(CC)=O